2,5-diamino-N-(1-(benzo[d][1,3]dioxol-5-yl)propan-2-yl)-N-methylpentanamide NC(C(=O)N(C)C(CC1=CC2=C(OCO2)C=C1)C)CCCN